methyl 8-[4-(dimethylamino)-N-(5-oxopentyl)butanamido]-octadecenoate Methyl-8-[4-(dimethylamino)-N-(5-hydroxypentyl)butanamido]octadecanoate COC(CCCCCCC(CCCCCCCCCC)N(C(CCCN(C)C)=O)CCCCCO)=O.CN(CCCC(=O)N(CCCCC=O)C(CCCCC=CC(=O)OC)CCCCCCCCCC)C